4-[6-[5-(6-methyl-2-pyridyl)-1H-imidazol-4-yl]-3-quinolyl]pyridine-2-carboxylic acid CC1=CC=CC(=N1)C1=C(N=CN1)C=1C=C2C=C(C=NC2=CC1)C1=CC(=NC=C1)C(=O)O